5-iodo-3-methoxy-1-methyl-1H-pyrazole-4-sulfonyl chloride Sulfur [S].IC1=C(C(=NN1C)OC)S(=O)(=O)Cl